C(=O)[C@@H]1N(CCC1)C(=O)OC(C)(C)C tert-butyl (R)-2-formylpyrrolidine-1-carboxylate